COC(C1=C(N=C(C(=C1)C#C)C)N1CCC(CCC1)(F)F)=O 2-(4,4-difluoroazepan-1-yl)-5-ethynyl-6-methylnicotinic acid methyl ester